N-(7-(diethylamino)-2-oxo-2H-chromen-3-yl)-2,4-DinitrobenzeneSulfonamide C(C)N(C1=CC=C2C=C(C(OC2=C1)=O)NS(=O)(=O)C1=C(C=C(C=C1)[N+](=O)[O-])[N+](=O)[O-])CC